acrylamido-2-hydroxypropanesulfonic acid C(C=C)(=O)NC(C(C)O)S(=O)(=O)O